(R)-2-(2,3-dimethyl-2H-indazol-6-yl)-N-(1-(1-(2,2,2-trifluoroethyl)-1H-pyrazolo[3,4-c]pyridin-5-yl)ethyl)acetamide CN1N=C2C=C(C=CC2=C1C)CC(=O)N[C@H](C)C=1C=C2C(=CN1)N(N=C2)CC(F)(F)F